7-(4-(4-(benzo[b]thiophen-4-yl)piperazin-1-yl)butoxy)quinolin-2-yl 2,2-dimethyltetradecanoate CC(C(=O)OC1=NC2=CC(=CC=C2C=C1)OCCCCN1CCN(CC1)C1=CC=CC=2SC=CC21)(CCCCCCCCCCCC)C